ClC=1C(=NC(=C(C1)F)N1C(N(C(=CC1=O)C(F)(F)F)C)=O)OC=1C(=NC=CC1)OCC(=O)OCC=1C=NC=CC1C(F)(F)F (4-trifluoromethylpyridin-3-yl)methyl {[3-({3-chloro-5-fluoro-6-[3-methyl-2,6-dioxo-4-(trifluoromethyl)-3,6-dihydropyrimidin-1(2H)-yl]pyridin-2-yl}oxy)pyridin-2-yl]oxy}acetate